Br[SiH]1CC[Si](CC1)(C)C 1-bromo-4,4-dimethyl-1,4-disilacyclohexane